(2S,4R)-4-hydroxy-N-methyl-1-((S)-3-methyl-2-(4-(thiazol-5-yl)-1H-1,2,3-triazol-1-yl)butanoyl)pyrrolidine-2-carboxamide O[C@@H]1C[C@H](N(C1)C([C@H](C(C)C)N1N=NC(=C1)C1=CN=CS1)=O)C(=O)NC